6-(2,3-dibromo-5-fluoro-benzoyl)-7,8-dihydro-6H-quinolin-5-one BrC1=C(C(=O)C2C(C=3C=CC=NC3CC2)=O)C=C(C=C1Br)F